N-[2-(diethylamino)ethyl]oleamide hydrochloride salt Cl.C(C)N(CCNC(CCCCCCC\C=C/CCCCCCCC)=O)CC